N[C@H](C(=O)N(C)[C@H](C(=O)N1CC2(C[C@H]1C(=O)N)C(NC=1N2N=CC1)=O)CC(C)C)C (5'S)-1'-[(2S)-2-[(2S)-2-amino-N-methylpropanamido]-4-methylpentanoyl]-2-oxo-1H-spiro[pyrazolo[1,5-a]imidazole-3,3'-pyrrolidine]-5'-carboxamide